C1(CC1)CN1N=C(C(=C1)O)C(=O)OCC ethyl 1-(cyclopropylmethyl)-4-hydroxy-1H-pyrazole-3-carboxylate